6-chloro-8-fluoro-7-methoxyquinazoline-2,4-diol ClC=1C=C2C(=NC(=NC2=C(C1OC)F)O)O